4,4'-methylenebis[2,6-di-tert-butylphenol] C(C1=CC(=C(C(=C1)C(C)(C)C)O)C(C)(C)C)C1=CC(=C(C(=C1)C(C)(C)C)O)C(C)(C)C